CN1CCN(CC1)C=1C=C(C=CC1)SNC1=C(C=CC=C1)[N+](=O)[O-] ((3-(4-methylpiperazin-1-yl)phenyl)thio)-2-nitroaniline